O=C1NN=C(C2=CC=CC=C12)C1=CC2=C(NC(=N2)NC(OC2CN(C2)C)=O)C=C1 1-Methylazetidin-3-yl (5-(4-oxo-3,4-dihydrophthalazin-1-yl)-1H-benzimidazol-2-yl)carbamate